3-(3-(4-(2-(2-aminopyridin-3-yl)-5-phenyl-3H-imidazo[4,5-b]pyridin-3-yl)phenyl)azetidine-1-carbonyl)benzoic acid NC1=NC=CC=C1C1=NC=2C(=NC(=CC2)C2=CC=CC=C2)N1C1=CC=C(C=C1)C1CN(C1)C(=O)C=1C=C(C(=O)O)C=CC1